C(C)C1=NNC2=C1C=NC(=C2)NC(C)=O N-(3-ethyl-1H-pyrazolo[4,3-c]pyridin-6-yl)acetamide